N-[3-chloro-4-[4-[2-(1-methylpyrrolidin-1-ium-1-yl)acetyl]piperazine-1-carbonyl]phenyl]-5-[4-(difluoromethoxy)-2,3-difluoro-phenyl]-1-methyl-imidazole-2-carboxamide ClC=1C=C(C=CC1C(=O)N1CCN(CC1)C(C[N+]1(CCCC1)C)=O)NC(=O)C=1N(C(=CN1)C1=C(C(=C(C=C1)OC(F)F)F)F)C